(E)-tert-butyl 2-(2,3-dihydrobenzofuran-2-yl)-3-fluoroallylcarbamate O1C(CC2=C1C=CC=C2)\C(\CNC(OC(C)(C)C)=O)=C\F